C(CC)NOCCNC(OC(C)(C)C)=O tert-butyl (2-((propylamino)oxy)ethyl)carbamate